CC(=O)C(C(=O)COP(=O)([O-])[O-])O The molecule is an organophosphate oxoanion obtained by deprotonation of the phosphate OH groups of 3-hydroxy-2,4-pentanedione 5-phosphate; major species at pH 7.3. It has a role as a bacterial metabolite. It is a conjugate base of a 3-hydroxy-2,4-dioxopentyl phosphate.